C(C)(C)(C)C1=CC=C(C=C1)C(C(=O)NCC=1SC=C2C1CN(C2=O)C2C(NC(CC2)=O)=O)(F)F 2-(4-(tert-butyl)phenyl)-N-((5-(2,6-dioxopiperidin-3-yl)-4-oxo-5,6-dihydro-4H-thieno[3,4-c]pyrrol-1-yl)methyl)-2,2-difluoroacetamide